O=C1N(C=C(C1)CCC)[C@H](C#N)CC (S)-2-[(R)-2-oxo-4-n-propylpyrrol-1-yl]Butyronitrile